N1=C(C=CC=C1)CCSCCNC(=O)C1=CC(=CC=C1)C(=O)NCCSCCC1=NC=CC=C1 N1,N3-bis[2-[2-(2-pyridyl)ethylsulfanyl]ethyl]benzene-1,3-dicarboxamide